COC([C@H](C(C)C)N=P(=O)OC([C@@H]1O[C@H]([C@]([C@@H]1O)(C)F)N1C(N(CC=C1)N)=O)OC1=CC=C(C=C1)Br)=O (S)-2-{(4-bromo-phenoxy)-[(2R,3R,4R,5R)-5-(2-oxo-3-amino-pyrimidin-1-yl)-4-fluoro-3-hydroxy-4-methyl-tetrahydro-furan-2-ylmethoxy]-phosphorylamino}-3-methyl-butyric acid methyl ester